1-[4-(1,3-dioxolan-2-yl)cyclohexyl]-4,6-difluoro-2,3-dihydro-1H-indole O1C(OCC1)C1CCC(CC1)N1CCC2=C(C=C(C=C12)F)F